methyl 3-hydroxy-6-oxoadamantane-1-carboxylate OC12CC3(CC(C(C(C1)C3)=O)C2)C(=O)OC